((3aS,4R,6S,6aS)-6-(4-aminopyrrolo[2,1-f][1,2,4]triazin-7-yl)-4-cyano-2,2-dimethyltetrahydrofuro[3,4-d][1,3]dioxol-4-yl)methyl pentyl carbonate C(OC[C@]1(O[C@H]([C@@H]2OC(O[C@@H]21)(C)C)C2=CC=C1C(=NC=NN12)N)C#N)(OCCCCC)=O